(R)-4-(3-(4-cyano-3-(trifluoromethyl)phenyl)-5,5-dimethyl-4-oxo-2-thioxoimidazol-1-yl)-2-fluorobenzoic acid sec-butyl ester [C@@H](C)(CC)OC(C1=C(C=C(C=C1)N1C(N(C(C1(C)C)=O)C1=CC(=C(C=C1)C#N)C(F)(F)F)=S)F)=O